2-(3-hydroxy-4-methoxyphenyl)-7-[(2S,3R,4S,5S,6R)-3,4,5-trihydroxy-6-[[(2R,3R,4R,5R,6S)-3,4,5-trihydroxy-6-methyloxan-2-yl]oxymethyl]oxan-2-yl]oxy-2,3-dihydrochromen-4-one OC=1C=C(C=CC1OC)C1OC2=CC(=CC=C2C(C1)=O)O[C@@H]1O[C@@H]([C@H]([C@@H]([C@H]1O)O)O)CO[C@@H]1O[C@H]([C@@H]([C@H]([C@H]1O)O)O)C